C(C1=CC=CC=C1)N(C(=O)C1=C(C=C(C=C1)C1=C(C=CC=C1)C(F)(F)F)CC(=O)OC)C methyl 2-(4-(benzyl(methyl)carbamoyl)-2'-(trifluoromethyl)-[1,1'-biphenyl]-3-yl)acetate